N-(4-fluoro-2-methanesulfonylphenyl)-6-(trifluoromethyl)pyridine-3-carboxamide FC1=CC(=C(C=C1)NC(=O)C=1C=NC(=CC1)C(F)(F)F)S(=O)(=O)C